CN1[C@@H](CCC1)COC1=NC=2CC(CCC2C(=N1)OC(=O)N1CCNCC1)C1=CC=CC2=CC=CC=C12 2-(((S)-1-methylpyrrolidin-2-yl) methoxy)-7-(naphthalen-1-yl)-5,6,7,8-tetrahydroquinazolin-4-ylpiperazine-1-carboxylate